Butyl (1-(3-((1-(7-methoxyquinolin-5-yl)cyclopropyl)carbamoyl)-4-methylphenoxy)propan-2-yl)carbamate COC1=CC(=C2C=CC=NC2=C1)C1(CC1)NC(=O)C=1C=C(OCC(C)NC(OCCCC)=O)C=CC1C